BrC=1C=C2C(=CN1)N(N=C2C=C)C2OCCCC2 5-bromo-1-tetrahydropyran-2-yl-3-vinyl-pyrazolo[3,4-c]pyridine